(S)-N-((3-(3-Fluoro-4-(4-morpholinyl)phenyl)-2-oxo-5-oxazolidinyl)methyl)-acetamide FC=1C=C(C=CC1N1CCOCC1)N1C(O[C@H](C1)CNC(C)=O)=O